(2-(Benzyloxy)-4-(difluoromethyl)-6-hydroxyphenyl)(5-((1-methylpiperidin-4-yl)oxy)isoindolin-2-yl)methanone C(C1=CC=CC=C1)OC1=C(C(=CC(=C1)C(F)F)O)C(=O)N1CC2=CC=C(C=C2C1)OC1CCN(CC1)C